4-(2-(but-2-ynoyl)-2,6-diazaspiro[3.4]octan-6-yl)-6-(5-methyl-1H-indazol-4-yl)-2-(((S)-1-methylpyrrolidin-2-yl)methoxy)pyrimidine C(C#CC)(=O)N1CC2(C1)CN(CC2)C2=NC(=NC(=C2)C2=C1C=NNC1=CC=C2C)OC[C@H]2N(CCC2)C